1-[6-(2,2-difluoroethoxy)pyrazin-2-yl]-3,3-dimethyl-N-(3-methyl-1,1-dioxo-thietan-3-yl)-2-oxo-indoline-5-carboxamide FC(COC1=CN=CC(=N1)N1C(C(C2=CC(=CC=C12)C(=O)NC1(CS(C1)(=O)=O)C)(C)C)=O)F